C1(CCC1)C(C=O)C1=CC=CC=C1 CYCLOBUTYL(PHENYL)ACETALDEHYDE